4-cyclohexene-1,2-dicarboxylic acid calcium salt [Ca+2].C1(C(CC=CC1)C(=O)[O-])C(=O)[O-]